C(C)(C)(C)NC(O[C@H]1C[C@H](CC1)C1=CC(=NN1)NC(CC=1N=C(OC1)C1CC1)=O)=O (1R,3S)-3-(3-{[(2-cyclopropyl-1,3-oxazol-4-yl)acetyl]amino}-1H-pyrazol-5-yl)cyclopentyl tert-butylcarbamate